S1C(=NC=C1)C=1C=NC=CN1 3-(1,3-thiazol-2-yl)pyrazin